C(C1=CC=CC=C1)OC(CC(C1=C(C2=C(N(N=N2)CCCC=C)C=C1)Cl)C1=CC=C2CCN(CC2=C1)C(=O)OC(C)(C)C)=O tert-butyl 7-(3-(benzyloxy)-1-(4-chloro-1-(pent-4-en-1-yl)-1H-benzo[d][1,2,3]triazol-5-yl)-3-oxopropyl)-3,4-dihydroisoquinoline-2(1H)-carboxylate